N-((1-(2,6-dioxopiperidin-3-yl)-3-methyl-2-oxo-2,3-dihydro-1H-benzo[d]imidazol-4-yl)methyl)-7-(piperidin-1-yl)heptylamide O=C1NC(CCC1N1C(N(C2=C1C=CC=C2C[N-]CCCCCCCN2CCCCC2)C)=O)=O